3-[Dideuterio-[5-[3-(difluoromethyl)-4-fluoro-phenyl]-2-methyl-3-pyridyl]methyl]oxazolidin [2H]C(N1COCC1)(C=1C(=NC=C(C1)C1=CC(=C(C=C1)F)C(F)F)C)[2H]